CC1=NN2C(C(=CC(=C2)B2OC(C(O2)(C)C)(C)C)C)=N1 2,8-dimethyl-6-(4,4,5,5-tetramethyl-1,3,2-dioxaborolan-2-yl)-[1,2,4]triazolo[1,5-a]pyridine